(2-(4-Acetylpiperazin-1-yl)ethyl)carbamic acid tert-butyl ester C(C)(C)(C)OC(NCCN1CCN(CC1)C(C)=O)=O